5-((2-methoxypyridin-3-yl)methoxy)-2-methylbenzofuran-3-carboxylic acid COC1=NC=CC=C1COC=1C=CC2=C(C(=C(O2)C)C(=O)O)C1